(1-(4-chloro-2-formylphenyl) naphthalene-2-yl) methylphenanthrene-9-formate CC1=CC=CC=2C3=CC=CC=C3C(=CC12)C(=O)OC1=C(C2=CC=CC=C2C=C1)C1=C(C=C(C=C1)Cl)C=O